3-(4-nitrophenoxy)benzoic acid [N+](=O)([O-])C1=CC=C(OC=2C=C(C(=O)O)C=CC2)C=C1